2,2,2-trifluoro-N-[4-(hydroxymethyl)-2-methoxy-5-nitrophenyl]acetamide FC(C(=O)NC1=C(C=C(C(=C1)[N+](=O)[O-])CO)OC)(F)F